(1r,4r)-4-((5-([1,2,4]triazolo[1,5-a]pyridin-7-yl)-7H-pyrrolo[2,3-d]pyrimidin-2-yl)amino)-1-methylcyclohexan-1-ol N=1C=NN2C1C=C(C=C2)C2=CNC=1N=C(N=CC12)NC1CCC(CC1)(O)C